1-((4-Fluorophenyl)carbamoyl)cyclopropane-1-carboxylic acid FC1=CC=C(C=C1)NC(=O)C1(CC1)C(=O)O